ClC1=NC(=CC(=C1)C1OC1)Cl 2,6-dichloro-4-(oxiran-2-yl)pyridine